C(C)OC1=C(C=CC(=C1)C1=NN=CN1C)NC=1N=CC2=C(N1)C(=NC(=C2)C)N2CC1(C2)CCCC1 N-(2-ethoxy-4-(4-methyl-4H-1,2,4-triazol-3-yl)phenyl)-6-methyl-8-(2-azaspiro[3.4]octan-2-yl)pyrido[3,4-d]pyrimidin-2-amine